C(CCC(=O)O)(=O)O.C(C=C)[Li] allyl-lithium succinate